N1(CCC1)CC1(CCN(CC1)C1=NC=C(C=C1)C=1C=2N(C=C(C1)OCC)N=C1C2C=NN1)C(=O)NCC(C)C 4-(azetidin-1-ylmethyl)-1-(5-(6-ethoxy-1H-pyrazolo[3',4':3,4]pyrazolo[1,5-a]pyridin-4-yl)pyridin-2-yl)-N-isobutylpiperidine-4-carboxamide